(E)-3-(4-chloro-2-fluoro-5-(1-(hydroxyimino)ethyl)phenyl)-1,5-dimethyl-6-thioxo-1,3,5-triazinE-2,4-dione ClC1=CC(=C(C=C1/C(/C)=N/O)N1C(N(C(N(C1=O)C)=S)C)=O)F